ClC1=C2C(=CNC2=C(C=C1)N1CCC(CC1)NC(C1=C(C=C(C=C1F)N1CCC(CC1)CN1CCC(CC1)N1C=CC2=C(C=CC=C12)N1C(NC(CC1)=O)=O)F)=O)C#N N-[1-(4-Chloro-3-cyano-1H-indol-7-yl)piperidin-4-yl]-4-[4-({4-[4-(2,4-dioxo-1,3-diazinan-1-yl)-1H-indol-1-yl]piperidin-1-yl}methyl)piperidin-1-yl]-2,6-difluorobenzamide